(R)-5-fluoro-N-(5-(1-(2-methyl-1,6-naphthyridine-3-carbonyl)piperidin-2-yl)-1H-pyrazol-3-yl)-1H-indole-2-carboxamide FC=1C=C2C=C(NC2=CC1)C(=O)NC1=NNC(=C1)[C@@H]1N(CCCC1)C(=O)C=1C(=NC2=CC=NC=C2C1)C